ethyl (2S)-4-[5-(3-bromopropoxy)-4-fluoro-6-methoxy-benzothiophen-2-yl]-2-methyl-4-oxo-butanoate BrCCCOC=1C(=CC2=C(C=C(S2)C(C[C@@H](C(=O)OCC)C)=O)C1F)OC